C(C)(C)(C)C1(CCC(CC1)C(C)(C)C1CCC(CC1)(C(C)(C)C)C(C)(C)C)C(C)(C)C 2,2-bis(4,4-di-tert-butylcyclohexyl)propane